FCCN(C1CCC(CC1)N)C (1r,4r)-N1-(2-Fluoroethyl)-N1-methylcyclohexane-1,4-diamine